CN[C@H]1[C@@H](CCCC1)NC (1R,2R)-trans-N,N'-dimethylcyclohexane-1,2-diamine